C1(CC1)C=1C(=C(C=CC1)NC=1C2=C(N=CN1)C=CC(=N2)N2[C@@H]1CN([C@H](C2)C1)C(C=C)=O)F 1-((1S,4S)-5-(4-((3-cyclopropyl-2-fluorophenyl)amino)pyrido[3,2-d]pyrimidin-6-yl)-2,5-diazabicyclo[2.2.1]heptan-2-yl)prop-2-en-1-one